((R)-(2-chloro-6-fluorophenyl)(cyclobutyl)methyl)-2-(2,6-dioxopiperidin-3-yl)-1-oxoisoindoline-5-carboxamide ClC1=C(C(=CC=C1)F)[C@@H](C1CCC1)C1N(C(C2=CC=C(C=C12)C(=O)N)=O)C1C(NC(CC1)=O)=O